ClC1=NC(=CC=C1C(=O)Cl)Cl 2,6-Dichloropyridine-3-carbonyl chloride